N-(2-(6-(dimethylamino)-1H-indol-3-yl)ethyl)-2-hydroxy-4-methylbenzanilide CN(C1=CC=C2C(=CNC2=C1)CCN(C1=CC=CC=C1)C(C1=C(C=C(C=C1)C)O)=O)C